[Ge](F)(F)(F)F germanium tetrafluoride